N-(3,6,9,11-tetraoxatridecyl)-2,2-bis(2-propenyl)-4-pentylamine C(COCCOCCOCOCC)NC(CC(C)(CC=C)CC=C)C